rac-5-(aminomethyl)-5-(3-methyl-1,2-oxazol-4-yl)imidazolidine-2,4-dione hydrochloride Cl.NC[C@@]1(C(NC(N1)=O)=O)C=1C(=NOC1)C |r|